N-[3-(5-chloro-1,3-benzothiazol-2-yl)-1-bicyclo[1.1.1]pentanyl]-2-(1-methyl-1-methylsulfonyl-ethyl)pyridine-4-carboxamide ClC=1C=CC2=C(N=C(S2)C23CC(C2)(C3)NC(=O)C3=CC(=NC=C3)C(C)(S(=O)(=O)C)C)C1